CC(CCCCCCCCC(CCCCCCC)O)O octadecane-2,11-diol